((S)-1-((2S,4R)-2-(((6-chloronaphthalen-2-yl)methyl)carbamoyl)-4-hydroxypyrrolidin-1-yl)-3,3-Dimethyl-1-oxobutan-2-yl)carbamic acid tert-butyl ester C(C)(C)(C)OC(N[C@H](C(=O)N1[C@@H](C[C@H](C1)O)C(NCC1=CC2=CC=C(C=C2C=C1)Cl)=O)C(C)(C)C)=O